(1-(2-Chloro-5-(oxetan-3-ylethynyl)pyridin-4-yl)-4-methylpiperidin-4-yl)methanol ClC1=NC=C(C(=C1)N1CCC(CC1)(C)CO)C#CC1COC1